2-methyl-1-{6-[5-(trifluoromethyl)pyridin-2-yl]-1H-benzimidazol-1-yl}propan-2-ol CC(CN1C=NC2=C1C=C(C=C2)C2=NC=C(C=C2)C(F)(F)F)(C)O